naphthalen-1-yl ketone C1(=CC=CC2=CC=CC=C12)C(=O)C1=CC=CC2=CC=CC=C12